C1(=CC=CC=C1)S(=O)(=O)N1C2=C(C=3C=C(C=CC13)C(=O)OC)CN(C2)CC2=CC=CC=C2 methyl 4-(phenylsulfonyl)-2-benzyl-1H,2H,3H,4H-pyrrolo[3,4-b]indole-7-carboxylate